2-(3-(cycloheptyloxy)phenyl)-4-methyl-5-(1-(guanidinoimino)ethyl)-thiazole C1(CCCCCC1)OC=1C=C(C=CC1)C=1SC(=C(N1)C)C(C)=NNC(=N)N